N[C@H]1CC[C@H](CC1)OC1=CC=C2C(CC3(CCCC3)C=3C(=NC=NC23)N)=C1NCCOC 8-(cis-4-aminocyclohexyloxy)-N7-(2-methoxyethyl)spiro[6H-benzo[H]quinazoline-5,1'-cyclopentane]-4,7-diamine